[Fr].C(CC(O)(C(=O)O)CC(=O)O)(=O)O citric acid Francium